C(CCC)SC1=C(C=C(C=C1OC)\C=C(/CC)\[N+](=O)[O-])OC (E)-butyl-(2,6-dimethoxy-4-(2-nitrobut-1-en-1-yl)phenyl)sulfane